COC1=C(OCC(=O)C2=CC=C(C=C2)OC)C=CC=C1 2-(2-methoxyphenoxy)-1-(4-methoxyphenyl)ethanone